4-(((4-(6-(tert-Butylsulfonyl)-7-methoxyimidazo[1,2-a]pyridin-3-yl)-6-fluoropyridin-2-yl)amino)methyl)piperidine-1-carboxylic acid tert-butyl ester C(C)(C)(C)OC(=O)N1CCC(CC1)CNC1=NC(=CC(=C1)C1=CN=C2N1C=C(C(=C2)OC)S(=O)(=O)C(C)(C)C)F